10-phenyl-7,9-decadienyl iodide C1(=CC=CC=C1)C=CC=CCCCCCCI